(2,6-dichlorophenyl)-2-((3-chloro-4-(4-methylpiperazin-1-yl)phenyl)amino)-8-methylimidazo[1,2-b]pyrimido[4,5-d]pyridazin-5(6H)-one ClC1=C(C(=CC=C1)Cl)C1=NC(=NC=2C=3N(NC(C21)=O)C(=CN3)C)NC3=CC(=C(C=C3)N3CCN(CC3)C)Cl